bipyridonate N1=C(C(C(C=C1)C(=O)[O-])=O)C1=NC=CC=C1